CC1(OC[C@H]([C@@H](CO1)O)NCC#C)C trans-2,2-dimethyl-6-(2-propynylamino)-1,3-dioxepan-5-ol